C(C)(C)C1=NN(C(=C1)C1=NN(C=N1)C1=C(N=CN1C)[N+](=O)[O-])C 3-(3-isopropyl-1-methyl-1H-pyrazol-5-yl)-1-(1-methyl-4-nitro-1H-imidazol-5-yl)-1H-1,2,4-triazole